1-oxaspiro[4.4]nonane-2-one O1C(CCC12CCCC2)=O